3,5-difluoro-aniline FC=1C=C(N)C=C(C1)F